(((4-methoxybenzyl)oxy)methyl)-5-oxo-1,2,4a,5,6,7-hexahydro-8-oxa-3,5a,9,13c-tetraazanaphtho[3,2,1-de]anthracene-3(4H)-carboxylate COC1=CC=C(COCOC(=O)N2CC3C(N4CCOC=5N=C6C=CC=CC6=C(C45)N3CC2)=O)C=C1